FC=1C=CC(=NC1)N1CC(N(CC1)C(CCCC1=C2C=CC=NC2=CC=C1)=O)C 1-(4-(5-fluoropyridin-2-yl)-2-methylpiperazin-1-yl)-4-(quinolin-5-yl)butan-1-one